C(C1=CC=CC=C1)OP(=O)(OCC1=CC=CC=C1)OCOC(=O)N(CC(=O)OCC1=CC=CC=C1)CCNC(=O)OC(C)(C)C benzyl N-((((bis(benzyloxy)phosphoryl)oxy)methoxy)carbonyl)-N-(2-((tert-butoxycarbonyl)amino)ethyl)glycinate